CN(CCOC1=CC=C(C=C1)NC1=NC2=C3C(=CC=C2C=N1)ON=C3C(C)C)C N-(4-(2-(dimethylamino)ethoxy)phenyl)-9-isopropylisoxazolo[5,4-h]quinazolin-2-amine